N-(4-anilino-1-naphthyl)-maleimide N(C1=CC=CC=C1)C1=CC=C(C2=CC=CC=C12)N1C(C=CC1=O)=O